FC(C1=CC=CC(=N1)C(=O)N)(F)F 6-(trifluorometh-yl)pyridinecarboxamide